BrCC(=O)N(CCOCCOCCOCCOCCC(=O)O)C 3-[2-[2-[2-[2-[(2-bromoacetyl)-methyl-amino]ethoxy]ethoxy]ethoxy]ethoxy]propanoic acid